Pyridino[3,4-d]pyridazin-1,4-diol C1(=C2C(=C(N=N1)O)C=NC=C2)O